3-[5-(4-fluorophenoxy)-2-pyridyl]-3-hydroxyazetidine-1-carboxylic acid tert-butyl ester C(C)(C)(C)OC(=O)N1CC(C1)(O)C1=NC=C(C=C1)OC1=CC=C(C=C1)F